C(\C=C/C(=O)O)(=O)O.N1=CN=C2N=CNC2=C1N adenine maleate